(S)-3-(4-methoxyphenyl)-2-((S)-2-(4-(morpholinomethyl)-1H-1,2,3-triazol-1-yl)propionamido)propanoic acid methyl ester COC([C@H](CC1=CC=C(C=C1)OC)NC([C@H](C)N1N=NC(=C1)CN1CCOCC1)=O)=O